1-Ethyl 2-(3-(dibenzylamino)-2-fluoropropoxy)acetate C(C1=CC=CC=C1)N(CC(COCC(=O)OCC)F)CC1=CC=CC=C1